2-CHLORO-5-NITRO-4-(TRIFLUOROMETHYL)-PHENYLISOCYANIDE ClC1=C(C=C(C(=C1)C(F)(F)F)[N+](=O)[O-])[N+]#[C-]